COC1=NC=CC(=C1)C(C(=O)N)C 2-(2-methoxypyridin-4-yl)Propionamide